C(C)(C)(C)OC(C(COC=1C=NC(=CC1)OC1=CC=NC=C1)O)=O 2-hydroxy-3-((6-(pyridin-4-yloxy)pyridin-3-yl)oxy)propanoic acid tert-butyl ester